COC(=O)[C@H]1[C@@H](C1)CO |r| (+-)-trans-2-(hydroxymethyl)cyclopropane-1-carboxylic acid methyl ester